7-[rac-(2R,4R)-2-(1-cyclopropylpyrazol-4-yl)tetrahydropyran-4-yl]-2,3-dimethyl-9-[3-(trifluoromethyl)-1-bicyclo[1.1.1]pentanyl]pyrimido[1,2-b]pyridazin-4-one C1(CC1)N1N=CC(=C1)[C@@H]1OCC[C@H](C1)C=1C=C(C=2N(N1)C(C(=C(N2)C)C)=O)C21CC(C2)(C1)C(F)(F)F |r|